C(C1=CC=CC=C1)N1C(C2=CC=C(C=C2C=C1)C1=CC=C(C=C1)O)=O 2-benzyl-6-(4-hydroxyphenyl)isoquinolin-1(2H)-one